C1(CC1)C=1N=NN(C1CO[C@H]1[C@@H]2CN[C@H](C1)C2)C2=C(C=CC=C2Cl)Cl (1s,4s,5r)-5-[[4-cyclopropyl-1-(2,6-dichlorophenyl)-1H-1,2,3-triazol-5-yl]methoxy]-2-azabicyclo[2.2.1]heptane